C(CCC)(=O)N[C@@H](C)C(=O)O N-butyryl-alanine